OCC1=CC=C(C=C1)SC1=C(C#N)C=CN=C1 3-{[4-(hydroxymethyl)phenyl]sulfanyl}isonicotinonitrile